3-[6-[(E)-but-2-enyl]-7-oxo-1H-pyrrolo[2,3-c]pyridin-4-yl]-N-(2-hydroxyethyl)-4-methoxybenzamide C(\C=C\C)N1C(C2=C(C(=C1)C=1C=C(C(=O)NCCO)C=CC1OC)C=CN2)=O